5-(chloromethyl)-2-(2,2,2-trifluoroethoxy)benzonitrile ClCC=1C=CC(=C(C#N)C1)OCC(F)(F)F